O[C@H]1[C@H](N(C([C@H]1O)=O)C1=NC(=CC(=C1)C(F)(F)F)C)C(=O)N(C1=CC=C2C(=N1)NC=C2)C (2S,3S,4S)-3,4-dihydroxy-N-methyl-1-(6-methyl-4-(trifluoromethyl)pyridin-2-yl)-5-oxo-N-(1H-pyrrolo[2,3-b]pyridin-6-yl)pyrrolidine-2-carboxamide